C1(=CC=CC=C1)S(=O)(=O)O.O=C1N(CC2=CC(=CC=C12)N1CCNCC1)[C@@H]1C(NC(CC1)=O)=O (S)-3-(1-oxo-5-(piperazin-1-yl)isoindolin-2-yl)piperidine-2,6-dione, Benzenesulfonic acid salt